5-Bromo-1-[2-((R)-3-methyl-piperazin-1-yl)-acetyl]-2,3-dihydro-1H-indole-6-sulfonic acid dimethylamide hydrochloride salt Cl.CN(S(=O)(=O)C1=C(C=C2CCN(C2=C1)C(CN1C[C@H](NCC1)C)=O)Br)C